N1[C@@H](CCC1)CCC(=O)O[C@H]1[C@H](NC[C@@H]1O)CC1=CC=C(C=C1)OC (2R,3S,4S)-4-hydroxy-2-[(4-methoxyphenyl)methyl]pyrrolidin-3-yl 3-[(2S)-pyrrolidin-2-yl]propanoate